ClC1=CC=C2C(=CC(=NC2=C1)C=1C=C(C(=O)O)C=CC1)N1C=NC=C1 3-(7-chloro-4-(1H-imidazol-1-yl)quinolin-2-yl)benzoic acid